(4Z)-4-(1,3-benzothiazol-6-ylmethylene)-2-(3-fluoro-4-methyl-anilino)-1H-imidazol-5-one S1C=NC2=C1C=C(C=C2)\C=C\2/N=C(NC2=O)NC2=CC(=C(C=C2)C)F